8-bromo-7-chloro-3-nitroimidazo[1,2-a]pyridine-2-carboxylic acid ethyl ester C(C)OC(=O)C=1N=C2N(C=CC(=C2Br)Cl)C1[N+](=O)[O-]